C(C)C1=CC=C(C=C1)[C@@H]1OCC[C@@H](O1)CCC(=O)C1=CC=CC=C1 |r| (±)-cis-3-(2-(4-ethylphenyl)-1,3-dioxan-4-yl)-1-phenylpropan-1-one